7-(8-(azetidin-3-yl)-3,8-diazabicyclo[3.2.1]octan-3-yl)-2-(1-methyl-1H-pyrazol-4-yl)-3H-imidazo[4,5-b]pyridine hydrochloride Cl.N1CC(C1)N1C2CN(CC1CC2)C2=C1C(=NC=C2)NC(=N1)C=1C=NN(C1)C